C12CC(CC2C1)C(C(=O)N[C@@H](C[C@H]1C(NCC1)=O)C#N)NC(=O)C=1NC2=CC=CC(=C2C1)OC N-[1-(3-bicyclo[3.1.0]hexanyl)-2-[[(1S)-1-cyano-2-[(3S)-2-oxopyrrolidin-3-yl]ethyl]amino]-2-oxo-ethyl]-4-methoxy-1H-indole-2-carboxamide